2-bromo-3-(3,5-diisopropyl-[1,1'-biphenyl]-4-yl)-4,6-dimethyl-3H-imidazo[4,5-c]pyridine BrC1=NC2=C(C(=NC(=C2)C)C)N1C1=C(C=C(C=C1C(C)C)C1=CC=CC=C1)C(C)C